C(C)(C)(C)OC(=O)C1CNCC1 3-(T-Butoxycarbonyl)pyrrolidine